tert-butyl (R,E)-5-bromo-3-(3-((1-(3,4-dimethoxyphenyl)ethyl)amino)-3-oxoprop-1-en-1-yl)-1H-pyrrolo[2,3-b]pyridine-1-carboxylate BrC=1C=C2C(=NC1)N(C=C2\C=C\C(=O)N[C@H](C)C2=CC(=C(C=C2)OC)OC)C(=O)OC(C)(C)C